BrC1=CC=C(C(=N1)OC)NC(=O)C=1C(=NOC1C)C1=CC=C(C=C1)F N-(6-bromo-2-methoxy-3-pyridinyl)-3-(4-fluorophenyl)-5-methyl-isoxazole-4-carboxamide